(S)-3-(5-amino-2-chloro-4-fluorophenyl)-5-methyl-4,5-dihydro-5-isoxazolecarboxylate NC=1C(=CC(=C(C1)C1=NO[C@@](C1)(C(=O)[O-])C)Cl)F